OC=1C=C(\C=C\2/C(NC(N(C2=O)C2=CC=C(C=C2)OC)=O)=O)C=CC1OC (E)-5-(3-hydroxy-4-methoxybenzylidene)-1-(4-methoxyphenyl)pyrimidine-2,4,6(1H,3H,5H)-trione